N-(4-Hydroxyphenyl)-2-(methylamino)pentanamide OC1=CC=C(C=C1)NC(C(CCC)NC)=O